FC(S(=O)(=O)C1=CC=C(C=C1)CN1CC2(CN(C2)C(=O)N2CC3(C2)CC(C3)N3N=C(N=C3)C(F)(F)F)C1)(F)F [6-[[4-(trifluoromethylsulfonyl)phenyl]methyl]-2,6-diazaspiro[3.3]heptan-2-yl]-[6-[3-(trifluoromethyl)-1,2,4-triazol-1-yl]-2-azaspiro[3.3]heptan-2-yl]methanone